(4-(4-(4-(trifluoromethoxy)phenyl)piperidine-1-yl)benzyl)imidazo[1,2-a]pyridine-3-carboxamide FC(OC1=CC=C(C=C1)C1CCN(CC1)C1=CC=C(CC=2N=C3N(C=CC=C3)C2C(=O)N)C=C1)(F)F